4-methylenedioxy-N-methylphenethylamine C1OC2=CC=C(CCNC)C=C2O1